COC1=C(C=C(C=C1)OC(F)(F)F)N(C1CNCCC1)C 3-[[2-methoxy-5-(trifluoromethoxy)phenyl]-methylamino]-piperidine